NC1=NC(=C(C(=N1)N[C@H](CCO)CCC)CC1=C(C=C(CN(CC(=O)OCC)CC)C=C1)OC)C (S)-ethyl 2-((4-((2-amino-4-(1-hydroxyhexan-3-ylamino)-6-methylpyrimidin-5-yl)methyl)-3-methoxybenzyl) (ethyl)amino)acetate